(4-methoxyphenyl)-N-(3-bromophenyl)quinazolin-2-amine COC1=CC=C(C=C1)C1=NC(=NC2=CC=CC=C12)NC1=CC(=CC=C1)Br